C(=O)C1CCC(CC1)C#N 4-formylcyclohexane-1-carbonitrile